Methyl 4-(4-(1,4-dioxa-8-azaspiro[4.5]decan-8-yl)piperidin-1-yl)-2-methylbenzoate O1CCOC12CCN(CC2)C2CCN(CC2)C2=CC(=C(C(=O)OC)C=C2)C